NC1=NC(=CC(=N1)C=1C=C(C=CC1)C(C)(C)O)C=1N=NN(C1)CC1=NC(=CC=C1)COC 2-{m-[2-amino-6-(1-{[6-(methoxymethyl)-2-pyridinyl]methyl}-1H-1,2,3-triazol-4-yl)-4-pyrimidinyl]phenyl}-2-propanol